CN(C1CCN(CC1)C(=O)C1=CC=C(C=C1)N1N=C(C(C1=O)NNC=1C=NC=CC1)C)C 2-(4-(4-(dimethylamino)piperidine-1-carbonyl)phenyl)-5-methyl-4-(2-(pyridin-3-yl)hydrazino)-2,4-dihydro-3H-pyrazol-3-one